2-hydroxypropionamide-1-13C OC([13C](=O)N)C